rel-1-((1S,4R,5R)-5-(4-((4-([1,2,4]triazolo[1,5-a]pyridin-7-yloxy)-2-fluoro-3-methylphenyl)amino)pyrido[3,2-d]pyrimidin-6-yl)-2-azabicyclo[2.2.2]octan-2-yl)prop-2-en-1-one N=1C=NN2C1C=C(C=C2)OC2=C(C(=C(C=C2)NC=2C1=C(N=CN2)C=CC(=N1)[C@H]1[C@@H]2CN([C@H](C1)CC2)C(C=C)=O)F)C |o1:27,28,31|